allyl((1,1,1,3,3,3-hexafluoro-2-methylpropan-2-yl)oxy)bis((1,1,1,3,3,3-hexafluoropropan-2-yl)oxy)stannane C(C=C)[Sn](OC(C(F)(F)F)C(F)(F)F)(OC(C(F)(F)F)C(F)(F)F)OC(C(F)(F)F)(C(F)(F)F)C